The molecule is a dipeptide consisting of an L-aspartyl residue attached to L-glutamic acid via the beta-carboxy group. It has a role as a human blood serum metabolite. C(CC(=O)O)[C@@H](C(=O)O)NC(=O)C[C@@H](C(=O)O)N